(1-((5-nitro-1-p-toluenesulfonyl-1H-pyrrolo[2,3-b]pyridine-4-yl)amino)piperidine-4-yl)ethanol [N+](=O)([O-])C=1C(=C2C(=NC1)N(C=C2)S(=O)(=O)C2=CC=C(C)C=C2)NN2CCC(CC2)C(C)O